C(C)(C)(C)OC(N(C1=CC(=CC(=C1)N1CCSCC1)C)CC1=NC=C(C(=C1C)OC)C)=O ((4-methoxy-3,5-dimethylpyridin-2-yl)methyl)(3-methyl-5-thiomorpholinophenyl)carbamic acid tert-butyl ester